8-(bicyclo[2.1.1]hexan-1-yl)-N-(3-fluoro-5-(1-(4-fluorophenyl)-1H-pyrazol-4-yl)benzyl)-7H-purine-6-carboxamide C12(CCC(C1)C2)C2=NC1=NC=NC(=C1N2)C(=O)NCC2=CC(=CC(=C2)C=2C=NN(C2)C2=CC=C(C=C2)F)F